FC(C=1C=C(C=C(C1)C(F)(F)F)P([C@@H](C)[C-]1C(=CC=C1)C1=C(C=CC=C1)P(C1=CC=CC=C1)C1=CC=CC=C1)C1=CC(=CC(=C1)C(F)(F)F)C(F)(F)F)(F)F.[CH-]1C=CC=C1.[Fe+2] 1-[(S)-1-[bis[3,5-bis(trifluoromethyl)phenyl]phosphino]ethyl]-2-[2-(diphenylphosphino)phenyl]ferrocene